(R)-1-(5-fluoro-3-pyridyl)-2-({[(1s,4S)-4-(benzyloxy)cyclohexyl]methyl}amino)-1-ethanol FC=1C=C(C=NC1)[C@H](CNCC1CCC(CC1)OCC1=CC=CC=C1)O